2-(1-(3-chloro-4-nitrophenyl)piperidin-4-yl)ethan-1-ol ClC=1C=C(C=CC1[N+](=O)[O-])N1CCC(CC1)CCO